(E)-3-(3-(3,5-Bis(trifluoromethyl)phenyl)-1H-1,2,4-triazol-1-yl)-2-(6-methoxypyridin-3-yl)acrylic acid FC(C=1C=C(C=C(C1)C(F)(F)F)C1=NN(C=N1)/C=C(/C(=O)O)\C=1C=NC(=CC1)OC)(F)F